1-amino-9,10-dihydro-9,10-dioxo-4-(phenylamino)-2-anthracenesulfonic acid NC1=C(C=C(C=2C(C3=CC=CC=C3C(C12)=O)=O)NC1=CC=CC=C1)S(=O)(=O)O